C1(CCCC2CCC(CC12)CO)CO 7-decalindimethanol